ClC1N(C2=CC=CC=C2C=N1)C1=NC(=CC=C1)B1OC(C(O1)(C)C)(C)C 2-chloro-N-(6-(4,4,5,5-tetramethyl-1,3,2-dioxaborolan-2-yl)pyridin-2-yl)quinazoline